methyl 6-(5,6-dihydro-4H-cyclopenta[b]thiophen-2-yl)-2-methoxynicotinate S1C2=C(C=C1C1=NC(=C(C(=O)OC)C=C1)OC)CCC2